N[C@H]1CN(C[C@@H](C1)F)C(=O)C1=CC2=C(N(C(=N2)C2=CC=3C(=NC(=CC3)C=3C=C(C=NC3F)O)N2CC2CC2)C)C(=C1)OC 5-(2-{5-[(3R,5R)-3-amino-5-fluoropiperidine-1-carbonyl]-7-methoxy-1-methyl-1H-1,3-benzodiazol-2-yl}-1-(cyclopropylmethyl)-1H-pyrrolo[2,3-b]pyridin-6-yl)-6-fluoropyridin-3-ol